2-(((3-(4-Methoxybenzyl)-5-methyl-2-oxooxazolidin-5-yl)methoxy)methyl)-N-(1-methyl-1H-tetrazole-5-yl)-6-(trifluoromethyl)nicotinamide COC1=CC=C(CN2C(OC(C2)(C)COCC2=C(C(=O)NC3=NN=NN3C)C=CC(=N2)C(F)(F)F)=O)C=C1